1-(4-(2-(2,6-dimethylpyridin-4-yl)-3-isopropyl-1H-indol-5-yl)piperidin-1-yl)-3-methylbutan-2-ol CC1=NC(=CC(=C1)C=1NC2=CC=C(C=C2C1C(C)C)C1CCN(CC1)CC(C(C)C)O)C